tert-butyl 4-((5-(trifluoromethyl)pyridin-2-yl)oxy)piperidine-1-carboxylate FC(C=1C=CC(=NC1)OC1CCN(CC1)C(=O)OC(C)(C)C)(F)F